5-benzyl-4-chloro-7-hydrazino-3,3-dimethyl-1,3-dihydro-2H-pyrrolo[2,3-d]pyridazin-2-one C(C1=CC=CC=C1)N1N=C(C2=C(C1Cl)C(C(N2)=O)(C)C)NN